3-[tert-butyl-(dimethyl)silyl]oxy-3-(3-chloro-2-pyridinyl)propanal C(C)(C)(C)[Si](OC(CC=O)C1=NC=CC=C1Cl)(C)C